2-(7-(2,5-dimethyl-4-(methyl(3-methylquinoxalin-6-yl)amino)piperidin-1-yl)-4-methyl-5-oxo-4,5-dihydro-2H-pyrazolo[4,3-b]pyridin-2-yl)acetonitrile CC1N(CC(C(C1)N(C=1C=C2N=C(C=NC2=CC1)C)C)C)C=1C=2C(N(C(C1)=O)C)=CN(N2)CC#N